feruloyl-N-hydroxysuccinimide C(\C=C\C1=CC(OC)=C(O)C=C1)(=O)C1C(=O)N(C(C1)=O)O